OC1=CC=C(CO)C=C1 4-hydroxybenzylalcohol